BrC1=CC=C(S1)/C=C/C1=C(C(OC2=CC=CC=C12)=O)C#N (E)-4-[2-(5-bromothiophen-2-yl)-vinyl]-3-cyanocoumarin